(1R)-2-[(5,6-dichloroindan-2-yl)amino]-1-(3-pyridyl)ethanol ClC=1C=C2CC(CC2=CC1Cl)NC[C@H](O)C=1C=NC=CC1